S(=O)(=O)(ON1C2CCC(N(C1=O)C2)C(NC(CC)=O)=N)O 7-oxo-2-(N-propionylcarbamimidoyl)-1,6-diazabicyclo[3.2.1]octan-6-yl hydrogen sulfate